tert-butyl 4-(7-fluoroimidazo[1,2-a]pyridin-3-yl)-7-((5-(1-methyl-2-oxopyrrolidin-3-yl)pyridin-2-yl)amino)-1-oxoisoindoline-2-carboxylate FC1=CC=2N(C=C1)C(=CN2)C2=C1CN(C(C1=C(C=C2)NC2=NC=C(C=C2)C2C(N(CC2)C)=O)=O)C(=O)OC(C)(C)C